2-(4-fluorophenyl)-7-methyl-3-(1H-pyrazolo[3,4-b]pyridin-4-yl)-6,7-dihydro-4H-pyrazolo[5,1-c][1,4]oxazine FC1=CC=C(C=C1)C1=NN2C(COCC2C)=C1C1=C2C(=NC=C1)NN=C2